C(C)(=O)N[C@@H](CC(C)C)C(=O)[O-] acetylleucinate